2-(3-Cyano-phenyl)-5-trifluoromethyl-2H-pyrazole-3-carboxylic acid {3-[biphenyl-4-yl-(cyclopropylmethyl-amino)-methyl]-phenyl}-amide C1(=CC=C(C=C1)C(C=1C=C(C=CC1)NC(=O)C=1N(N=C(C1)C(F)(F)F)C1=CC(=CC=C1)C#N)NCC1CC1)C1=CC=CC=C1